((8-Methyl-4-oxo-3,4-dihydroquinazolin-2-yl)methyl) ethanethioate C(C)(OCC1=NC2=C(C=CC=C2C(N1)=O)C)=S